N1N=CC(=C1)CCOC=1C=C2C=CN=C(C2=CC1)NC=1C=NC(=NC1)Cl 6-(2-(1H-pyrazol-4-yl)ethoxy)-N-(2-chloropyrimidin-5-yl)isoquinolin-1-amine